Methanesulfonic acid-2-{(5S)-3-[2-(1-{[3,5-bis(difluoromethyl)-1H-pyrazol-1-yl]acetyl} piperidin-4-yl)-1,3-thiazol-4-yl]-4,5-dihydro-1,2-oxazol-5-yl}-3-chlorophenyl ester FC(C1=NN(C(=C1)C(F)F)CC(=O)N1CCC(CC1)C=1SC=C(N1)C1=NO[C@@H](C1)C1=C(C=CC=C1Cl)OS(=O)(=O)C)F